3-(piperazin-1-yl)picolinate N1(CCNCC1)C=1C(=NC=CC1)C(=O)[O-]